OCC(CNC(OCC1=CC=CC=C1)=O)C Benzyl (3-hydroxy-2-methylpropyl)carbamate